3-(1-(2',3'-Dimethoxy-[1,1'-biphenyl]-4-yl)-1H-1,2,3-triazol-4-yl)benzoic acid COC1=C(C=CC=C1OC)C1=CC=C(C=C1)N1N=NC(=C1)C=1C=C(C(=O)O)C=CC1